C(C)(C)(C)OC(=O)N1CCC(CC1)(CC=C(C)C)CO.C1(=CC=CC=C1)C=CC(=O)C1=CC=C(C=C1)C 3-phenyl-1-(p-tolyl)prop-2-en-1-one tert-butyl-4-(hydroxymethyl)-4-(3-methylbuta-2-en-1-yl)piperidine-1-carboxylate